FC=1C(=NC(=NC1)NC1=CC=C(C=N1)CN1CCN(CC1)CC1CCNCC1)C=1C=C(C2=C(N(C(=N2)C)C(C)C)C1)F 4-((4-((6-((5-fluoro-4-(4-fluoro-1-isopropyl-2-methyl-1H-benzo[d]imidazol-6-yl)pyrimidin-2-yl)amino)pyridin-3-yl)methyl)piperazin-1-yl)methyl)piperidin